BrC=1C=NN(C1C1=CC=C(C(=C1C#N)OC1CC1)Cl)C 6-(4-bromo-1-methyl-1H-pyrazol-5-yl)-3-chloro-2-cyclopropoxybenzonitrile